(E)-N-butyl-3-(1,1,1,5,5,5-hexamethyl-3-((trimethylsilyl)oxy)trisiloxan-3-yl)propan-1-imine C(CCC)/N=C/CC[Si](O[Si](C)(C)C)(O[Si](C)(C)C)O[Si](C)(C)C